COC(C=CC=CC=CCCC)=O 2,4,6-decatrienoic acid methyl ester